4-(1H-benzimidazol-2-yl)aniline hydrofluoride F.N1C(=NC2=C1C=CC=C2)C2=CC=C(N)C=C2